5-(2-(5-cyclopropyl-3-(2,6-dichlorophenyl)isoxazol-4-yl)-7-azaspiro[3.5]non-1-en-7-yl)pyrimidine-2-carboxylic acid C1(CC1)C1=C(C(=NO1)C1=C(C=CC=C1Cl)Cl)C1=CC2(C1)CCN(CC2)C=2C=NC(=NC2)C(=O)O